BrC=1C=CC(=C2[C@@H]([C@@H]([C@@H](C12)F)F)OCC1=CC=CC=C1)S(=O)(=O)C (1R,2S,3S)-7-bromo-1,2-difluoro-4-methylsulfonyl-3-phenylmethoxy-2,3-dihydro-1H-indene